OC(C(=O)O)CC.C1(=CC=C(C=C1)C=O)C (p-tolyl)methanone (3R)-hydroxybutyrate